C(C)(C)[C@H]1N=C([C@@H](N=C1OC)C(C1=NC(=CC=C1)OC)NC(OC(C)(C)C)=O)OC tert-butyl (((2S,5R)-5-isopropyl-3,6-dimethoxy-2,5-dihydropyrazin-2-yl)(6-methoxypyridin-2-yl)methyl)carbamate